C1(=CC=CC=C1)C=1C=C2C=CC(=CC2=CC1)C=1N=NNC1C(=O)O 4-(6-Phenylnaphthalen-2-yl)-1H-1,2,3-triazole-5-carboxylic acid